2-chloro-3-hydroxy-benzonitrile ClC1=C(C#N)C=CC=C1O